NC=1C=C(C=CC1)S(=O)(=O)NC=1SC(=C(N1)C1=CC=CC=C1)CC1=CC=CC=C1 3-amino-N-(5-benzyl-4-phenyl-thiazol-2-yl)benzenesulfonamide